tert-butyl (S)-5-amino-4-(6-(hydroxymethyl)-7-methoxy-1-oxoisoindolin-2-yl)-5-oxopentanoate NC([C@H](CCC(=O)OC(C)(C)C)N1C(C2=C(C(=CC=C2C1)CO)OC)=O)=O